ClC1=NN2C(C=CC(=C2)N2CC3CN(CC(C2)O3)C3CC3)=N1 3-(2-chloro-[1,2,4]triazolo[1,5-a]pyridin-6-yl)-7-cyclopropyl-9-oxa-3,7-diazabicyclo[3.3.1]nonane